N-(6-cyano-2-(4-(2,4-difluorophenoxy)piperidin-1-yl)pyridin-3-yl)-5-methoxy-1-methyl-1H-pyrazole-4-carboxamide C(#N)C1=CC=C(C(=N1)N1CCC(CC1)OC1=C(C=C(C=C1)F)F)NC(=O)C=1C=NN(C1OC)C